3-(2-methyl-2,7-diazaspiro[3.5]nonan-7-yl)benzene-1,2-diamine CN1CC2(C1)CCN(CC2)C2=C(C(=CC=C2)N)N